ClC1=C(C=C2C=C(N=CC2=C1)NC(=O)C1C(C1)C=1C=NN(C1)C)C1CCN(CC1)[C@@]1(COC[C@@H]1O)C N-(7-chloro-6-(1-((3R,4R)-4-hydroxy-3-methyltetrahydrofuran-3-yl)piperidin-4-yl)isoquinolin-3-yl)-2-(1-methyl-1H-pyrazol-4-yl)cyclopropane-1-carboxamide